2,2'-(oxybis(2-methoxy-5-(2,4,4-trimethyl-pentan-2-yl)-3,1-phenylene))bis(2H-benzo[d][1,2,3]triazole) O(C=1C(=C(C=C(C1)C(C)(CC(C)(C)C)C)N1N=C2C(=N1)C=CC=C2)OC)C=2C(=C(C=C(C2)C(C)(CC(C)(C)C)C)N2N=C1C(=N2)C=CC=C1)OC